C(C)OC(=O)C=1C(=NC(=NC1NC1=CC=NC=C1)N1CCOCC1)C1=CC(=CC=C1)C#N 4-(3-cyanophenyl)-2-morpholino-6-(4-pyridylamino)pyrimidine-5-carboxylic acid ethyl ester